C1(OC(C2C1C1C(OC(C2C1)=O)=O)=O)=O tetrahydro-4,8-methanofuro[3,4-d]oxepin-1,3,5,7-tetrone